methyl (S)-2-((2-(4-amino-2,6-difluorophenyl)-7-chloroimidazo[1,2-a]pyridin-3-yl)methyl)morpholine-4-carboxylate NC1=CC(=C(C(=C1)F)C=1N=C2N(C=CC(=C2)Cl)C1C[C@H]1CN(CCO1)C(=O)OC)F